C(C(=C)C)(=O)OCCOC(=O)CCC(=O)Cl 3-(2-Methacryloyloxyethyloxycarbonyl)propionic acid chloride